trans-N-((6-(1,3-dimethyl-1H-pyrazol-4-yl)pyridazin-3-yl)methyl)-3-(3,3-dimethylbutyl)-3-azabicyclo[3.1.0]hexane-6-amine CN1N=C(C(=C1)C1=CC=C(N=N1)CNC1C2CN(CC12)CCC(C)(C)C)C